C1(CC1)C([C@@H](C(=O)NC1=NC(=C(C=C1)C=1C(=NN(C1CC)COCC[Si](C)(C)C)C)F)NC(=O)C=1N(N=CC1)C)C1CC1 N-[(1S)-1-(dicyclopropylmethyl)-2-[[5-[5-ethyl-3-methyl-1-(2-trimethylsilylethoxymethyl)pyrazol-4-yl]-6-fluoro-2-pyridyl]amino]-2-oxo-ethyl]-2-methyl-pyrazole-3-carboxamide